C1NCCC2=CC=CC=C12 1,2,3,4-tetrahydro-isoquinoline